N-(1-(tert-butyl)-6-cyano-4-methoxy-1H-benzo[d]imidazol-2-yl)-2-(2,2,3,3-tetrafluorocyclobutyl)acetamide C(C)(C)(C)N1C(=NC2=C1C=C(C=C2OC)C#N)NC(CC2C(C(C2)(F)F)(F)F)=O